O1COC2=C1C=CC(=C2)CCC(CC)N 1-(1,3-benzodioxol-5-yl)methyl-2-butanamine